CN1C(N(C(C1=CC=1C=NC=CC1)=O)C1=CC=CC=C1)=[Se] 1-methyl-3-phenyl-5-(pyridin-3-ylmethylene)-2-selenoxoimidazolidin-4-one